(e)-1-(4-((e)-3,3-Dimethyltriaz-1-en-1-yl)phenyl)-3-(4-(((2r,3s,4r,5s)-3,4,5-trihydroxytetrahydro-2h-pyran-2-yl)oxy)phenyl)prop-2-en-1-one CN(/N=N/C1=CC=C(C=C1)C(\C=C\C1=CC=C(C=C1)O[C@H]1OC[C@@H]([C@H]([C@@H]1O)O)O)=O)C